COC(=O)[C@H]1N(C[C@H]2[C@@H]1CCC2)C([C@H](C(C)(C)C)NC(=O)OC(C)(C)C)=O (1S,3aR,6aS)-2-((S)-2-((tert-butyloxycarbonyl)amino)-3,3-dimethylbutanoyl)octahydrocyclopenta[c]pyrrole-1-carboxylic acid methyl ester